C(C)(=O)N1CC(CCC1)NC1=CC(=NC=N1)C(=O)[O-] 6-((1-acetylpiperidin-3-yl)amino)pyrimidine-4-carboxylate